FC=1C(=C(C(=O)O)C(=CC1)F)[N+](=O)[O-] 3,6-difluoro-2-nitrobenzoic acid